N3,N3'-(5-Amino-3-iminopyridin-2,6(1H,3H)-diyliden)bis{N2-[3-(pyrrolidin-1-yl)propyl]pyrazolo[1,5-a]pyridin-2,3-diamin} NC1=CC(C(NC1=NC=1C(=NN2C1C=CC=C2)NCCCN2CCCC2)=NC=2C(=NN1C2C=CC=C1)NCCCN1CCCC1)=N